CC=1C(C2=CC=CC(=C2C(C1)=O)CCCCC)=O 2-methyl-5-pentyl-1,4-naphthoquinone